N[C@@H]1CN(CC[C@H]1F)C1=NC2=C(N1CC(=O)N(CCC(F)(F)F)C)C=C(C(=C2)F)F (2-((3R,4R)-3-Amino-4-fluoropiperidin-1-yl)-5,6-difluoro-1H-benzo[d]imidazol-1-yl)-N-methyl-N-(3,3,3-trifluoropropyl)acetamid